CC1=NC(=NO1)CC1CNCCC1 5-methyl-3-(piperidin-3-ylmethyl)-1,2,4-oxadiazole